Cl.Cl.Cl.NC(C(=O)O)CCCNCCCCCCN 2-amino-5-((6-aminohexyl)amino)pentanoic acid trihydrochloride